FC=1C(=CC(=NC1)NC(=O)[C@@H]1C[C@@H](CCC1)NC(OC(C)(C)C)=O)I Tert-butyl ((1R,3S)-3-((5-fluoro-4-iodopyridin-2-yl)carbamoyl)cyclohexyl)carbamate